O1C2=C(OCC1)C=C(C=C2)C(C)N 1-(2,3-dihydrobenzo[b][1,4]dioxin-6-yl)ethan-1-amine